5-((4-(4,4-difluoropiperidin-1-yl)phenyl)amino)-2-methylisoindolin-1-one FC1(CCN(CC1)C1=CC=C(C=C1)NC=1C=C2CN(C(C2=CC1)=O)C)F